2-((4-bromo-2-chloro-5-fluorobenzyl)oxy)-6-(2,2,2-trifluoroethoxy)pyridine BrC1=CC(=C(COC2=NC(=CC=C2)OCC(F)(F)F)C=C1F)Cl